titanium compound with barium carbonate C([O-])([O-])=O.[Ba+2].[Ti+4].C([O-])([O-])=O.C([O-])([O-])=O